[6-[[tert-butyl(dimethyl)silyl]oxymethyl]-3-pyridyl]methanol [Si](C)(C)(C(C)(C)C)OCC1=CC=C(C=N1)CO